C(C)(CC)OC1=CC(=C(C=C1)CC(C=O)C)C 3-(4-(sec-butoxy)-2-methylphenyl)-2-methylpropanal